ethyl (R)-2-amino-4-((1-hydroxypentan-2-yl) amino)-1,5-naphthyridine-3-carboxylate NC1=NC2=CC=CN=C2C(=C1C(=O)OCC)N[C@@H](CO)CCC